C1(CC1)C1=NC(=NN1)NC(=S)NC(C1=CC=CC=C1)=O N-[(5-cyclopropyl-1H-1,2,4-triazol-3-yl)thiocarbamoyl]-benzamide